CN1CC2N(C(C1)C2)C=2C=CC=1C3(C4=CC=C(C=C4OC1C2)N2C1CN(CC2C1)C)OC(C1=CC=C(C=C13)C(=O)O)=O 3',6'-bis(3-methyl-3,6-diazabicyclo[3.1.1]hept-6-yl)-3-oxo-3H-spiro[isobenzofuran-1,9'-xanthene]-6-carboxylic acid